S(=O)(=O)(O)C1=CC=C(C)C=C1.S(=O)(=O)(O)C1=CC=C(C)C=C1.N[C@@H](CC(C)C)C(=O)O.N[C@@H](CC(C)C)C(=O)O dileucine ditosylate